3-[2-(trifluoromethyl)anilino]propanoic acid FC(C1=C(NCCC(=O)O)C=CC=C1)(F)F